The molecule is an organophosphate oxoanion obtained by deprotonation of the phosphate OH groups of 3-O-methylphospho-alpha-D-Man-(1->2)-alpha-D-Man-(1->2)-[alpha-D-Man-(1->3)-alpha-D-Man-(1->3)-alpha-D-Man-(1->2)-alpha-D-Man-(1->2)]n-alpha-D-Man-(1->3)-alpha-D-Man-(1->3)-alpha-D-Man-(1->3)-alpha-D-GlcNAc-ditrans,octacis-undecaprenol. It is a conjugate base of a 3-O-methylphospho-alpha-D-Man-(1->2)-alpha-D-Man-(1->2)-[alpha-D-Man-(1->3)-alpha-D-Man-(1->3)-alpha-D-Man-(1->2)-alpha-D-Man-(1->2)]n-alpha-D-Man-(1->3)-alpha-D-Man-(1->3)-alpha-D-Man-(1->3)-alpha-D-GlcNAc-ditrans,octacis-undecaprenol. CC(=CCC/C(=C/CC/C(=C/CC/C(=C\\CC/C(=C\\CC/C(=C\\CC/C(=C\\CC/C(=C\\CC/C(=C\\CC/C(=C\\CC/C(=C\\COP(=O)([O-])OP(=O)([O-])O[C@@H]1[C@@H]([C@H]([C@@H]([C@H](O1)CO)O)O[C@@H]2[C@H]([C@H]([C@@H]([C@H](O2)CO)O)O[C@@H]3[C@H]([C@H]([C@@H]([C@H](O3)CO)O)O[C@@H]4[C@H]([C@H]([C@@H]([C@H](O4)CO)O)O[C@@H]5[C@H]([C@H]([C@@H]([C@H](O5)CO)O)O)O[C@@H]6[C@H]([C@H]([C@@H]([C@H](O6)CO)O)O)O[C@@H]7[C@H]([C@H]([C@@H]([C@H](O7)CO)O)O)O[C@@H]8[C@H]([C@H]([C@@H]([C@H](O8)CO)O)O[C@@H]9[C@H]([C@H]([C@@H]([C@H](O9)CO)O)O)O[C@@H]1[C@H]([C@H]([C@@H]([C@H](O1)CO)O)O)O[C@@H]1[C@H]([C@H]([C@@H]([C@H](O1)CO)O)O)OP(=O)([O-])OC)O)O)O)O)NC(=O)C)/C)/C)/C)/C)/C)/C)/C)/C)/C)/C)C